N1CC(C1)C=1C=CC=C2C=C(N(C12)CC1CC1)C1=NN2C(C=CC(=C2)C(=O)OCC)=C1C Ethyl 2-(7-(azetidin-3-yl)-1-(cyclopropylmethyl)-1H-indol-2-yl)-3-methylpyrazolo[1,5-a]pyridine-6-carboxylate